4-CYCLOPROPYL-3-(IMIDAZO[1,2-A]PYRIDIN-7-YL)-N-(2-(TRIFLUOROMETHYL)PYRIDIN-4-YL)ISOTHIAZOLE-5-CARBOXAMIDE C1(CC1)C=1C(=NSC1C(=O)NC1=CC(=NC=C1)C(F)(F)F)C1=CC=2N(C=C1)C=CN2